C(C)(=O)NC1=CC=2CN(CCC2S1)C(=O)OCC(Cl)(Cl)Cl 2,2,2-trichloroethyl 2-acetylamino-6,7-dihydrothieno[3,2-c]pyridine-5(4H)-carboxylate